ethoxy-phenylimino-3H-phenothiazine C(C)OC1=CC(C=C2SC3=CC=CC=C3N=C12)=NC1=CC=CC=C1